IC1=C(C=CC=C1C)C 2-iodo-1,3-dimethylbenzene